O1CCC(CC1)C1=NC2=CC(=CC=C2C=C1)O (tetrahydro-2H-pyran-4-yl)quinolin-7-ol